BrC=1C=C(C=C2CCC(C12)CC=O)F 2-(7-Bromo-5-fluoro-2,3-dihydro-1H-inden-1-yl)acetaldehyde